BrC1=NC=CC=C1S(=O)(=O)N(COC)C1=NOC(=C1C)C 2-bromo-N-(4,5-dimethylisoxazol-3-yl)-N-(methoxymethyl)pyridine-3-sulfonamide